N-((1r,4r)-4-(3-chloro-4-cyanophenoxy)cyclohexyl)-4-(5-oxopentyl)benzamide ClC=1C=C(OC2CCC(CC2)NC(C2=CC=C(C=C2)CCCCC=O)=O)C=CC1C#N